oleoyl-sn-glycero-3-phosphoethanolamine C(CCCCCCC\C=C/CCCCCCCC)(=O)C(OP(OC[C@@H](CO)O)(=O)O)CN